N1=CC=CC=2CCC[C@@H](C12)O (S)-5,6,7,8-tetrahydroquinolin-8-ol